I/C(=C/CO)/C (E)-3-Iodobut-2-en-1-ol